N-(azetidin-3-ylmethyl)-4-[2-chloro-4-[[3-[3-(trifluoromethyl)-1H-pyrazol-4-yl]imidazo[1,2-a]pyrazin-8-yl]amino]benzoyl]piperazine-1-carboxamide formate C(=O)O.N1CC(C1)CNC(=O)N1CCN(CC1)C(C1=C(C=C(C=C1)NC=1C=2N(C=CN1)C(=CN2)C=2C(=NNC2)C(F)(F)F)Cl)=O